bromo-2-fluoro-3-nitro-1,1'-biphenyl BrC1=C(C(=C(C=C1)C1=CC=CC=C1)F)[N+](=O)[O-]